OC[C@@H]1CN(C[C@H]1NC1=C2C(=C(N=N1)C1=CC=C(C=C1)C(F)(F)F)N=CC=C2)C(=O)OC(C)(C)C tert-butyl (3R,4S)-3-(hydroxymethyl)-4-((8-(4-(trifluoromethyl)phenyl)pyrido[2,3-d]pyridazin-5-yl)amino)pyrrolidine-1-carboxylate